S1CC(C1)SSCSC(SCSSC1CSC1)SCSSC1CSC1 1,1,1-tris(3-thietanyldithiomethylthio)methane